1,3-di-tert-butyl-imidazolium iodide [I-].C(C)(C)(C)N1C=[N+](C=C1)C(C)(C)C